dimethoxy-N,N-dimethylamine COC(NC)OC